2-(chloromethyl)-3-[(2S)-oxetan-2-ylmethyl]-3H-imidazo[4,5-b]pyridine-5-carboxylic acid methyl ester COC(=O)C1=CC=C2C(=N1)N(C(=N2)CCl)C[C@H]2OCC2